CS(=O)(=O)NC(=O)C1CNC1 N-(Methylsulfonyl)-3-azetidinecarboxamide